C1(CCC1)C=1C(=NN(C1NC(CC1(CC1)C(F)(F)F)=O)C)CC1CC1 N-(4-cyclobutyl-3-(cyclopropyl-methyl)-1-methyl-1H-pyrazol-5-yl)-2-(1-(trifluoromethyl)cyclopropyl)acetamide